4-(PYRIDIN-3-YL)-1H-INDOLE-3-CARBALDEHYDE N1=CC(=CC=C1)C1=C2C(=CNC2=CC=C1)C=O